Cl.Cl.NC1=CC=C(CN2N=CC(=C2)NC(=O)C=2C=CC=3C=C4N([C@@H](CNC4=O)C)C3N2)C=C1 (R)-N-(1-(4-aminobenzyl)-1H-pyrazol-4-yl)-9-methyl-6-oxo-6,7,8,9-tetrahydropyrido[3',2':4,5]pyrrolo[1,2-a]pyrazine-2-carboxamide dihydrochloride